tert-butyl N-(cyclobutylmethyl)-N-[(3R)-1-[6-[[4-(6-methoxy-1-tetrahydropyran-2-yl-indazol-4-yl)triazol-1-yl]methyl]-3-pyridyl]-3-piperidyl]carbamate C1(CCC1)CN(C(OC(C)(C)C)=O)[C@H]1CN(CCC1)C=1C=NC(=CC1)CN1N=NC(=C1)C1=C2C=NN(C2=CC(=C1)OC)C1OCCCC1